dipentaerythritol hexakis(4-mercaptobutyrate) SCCCC(=O)OCC(COC(CCCS)=O)(COCC(COC(CCCS)=O)(COC(CCCS)=O)COC(CCCS)=O)COC(CCCS)=O